2-((cyclopropylmethoxy)methyl)-2,3-dihydroimidazo[2,1-b]oxazole-6-carboxylic acid C1(CC1)COCC1CN2C(O1)=NC(=C2)C(=O)O